thiodiethylene glycol bis[(3,5-di-tert-butyl-4-hydroxyphenyl)propionate] C(C)(C)(C)C=1C=C(C=C(C1O)C(C)(C)C)C(C(=O)OCCSCCOC(C(C)C1=CC(=C(C(=C1)C(C)(C)C)O)C(C)(C)C)=O)C